FC1(CCN(CC1)C1=NC=NC=C1)C(=O)N1CCOC2=C(C1)C=NC=C2C#N 4-(4-fluoro-1-pyrimidin-4-yl-piperidine-4-carbonyl)-3,5-dihydro-2H-pyrido[3,4-f][1,4]oxazepine-9-carbonitrile